2,3,5-triiodophenol acrylate C(C=C)(=O)OC1=C(C(=CC(=C1)I)I)I